rac-ethyl 2-(3,5-dicyanophenyl)-2-(3-oxocyclopentyl)acetate C(#N)C=1C=C(C=C(C1)C#N)C(C(=O)OCC)C1CC(CC1)=O